ClC1=CC=C(C(=N1)C(=O)O)N[C@H](C)C1=C2N=C(C(=NC2=CC(=C1)C)C#N)C1=CC=C(C=C1)C (R)-6-chloro-3-((1-(2-cyano-7-methyl-3-(p-tolyl)quinoxalin-5-yl)ethyl)amino)picolinic acid